C1(CC1)C1=CC(=CC(=N1)N1C(C2=CC(=CC(=C2C1)C(F)(F)F)[C@@H](C)NCC1(CCC1)O)=O)C1=C(C=CC=C1)C1=NN=CN1C 2-{6-Cyclopropyl-4-[2-(4-methyl-1,2,4-triazol-3-yl)phenyl]pyridin-2-yl}-6-[(1R)-1-{[(1-hydroxycyclobutyl)methyl]amino}ethyl]-4-(trifluoromethyl)-3H-isoindol-1-one